O1CCN(CC1)CCCOC1=CC=C(C=C1)NC(C1=CC=CC=C1)=O N-(4-(3-morpholinopropoxy)phenyl)benzamide